6-((2-hydroxyethyl)amino)hexyl 4,4-bis(((Z)-oct-5-en-1-yl)oxy)butanoate C(CCC\C=C/CC)OC(CCC(=O)OCCCCCCNCCO)OCCCC\C=C/CC